cis-N-methyl-4-(4-bromophenyl)-1,2,3,4-tetrahydro-1-naphthalenamine CN[C@@H]1CC[C@@H](C2=CC=CC=C12)C1=CC=C(C=C1)Br